2-[4-(2-fluorophenoxy)phenyl]-7-(piperazin-1-yl)-4,5,6,7-tetrahydro-2H-pyrazolo[4,3-b]pyridine-3-carboxamide FC1=C(OC2=CC=C(C=C2)N2N=C3C(NCCC3N3CCNCC3)=C2C(=O)N)C=CC=C1